ClC1=C(C(=O)O)C=C(C(=C1)Cl)NC(C)=O 2,4-dichloro-5-acetamidobenzoic acid